1-(5-(5-methyl-1,2,4-oxadiazol-3-yl)-2,3-dihydro-1H-inden-1-yl)-3-(pyrimidin-4-yl)urea CC1=NC(=NO1)C=1C=C2CCC(C2=CC1)NC(=O)NC1=NC=NC=C1